(7'S)-9'-(2,6-difluorophenyl)-3',7'-dimethyl-spiro[1,3-dioxolane-2,15'-18-thia-2,4,5,8-tetrazatetracyclo[8.8.0.02,6.011,17]octadeca-1(10),3,5,8,11(17)-pentaene] FC1=C(C(=CC=C1)F)C1=N[C@H](C2=NN=C(N2C=2SC=3CC4(CCCC3C12)OCCO4)C)C